C(C)(C)(C)OC(CCC(C(=O)N)N1C(C2=CC=C(C(=C2C1)N)Br)=O)=O.C(C)(C)(C)N1N=C(C=C1C1CCC(CC1)=O)C(F)(F)F 4-[2-tert-butyl-5-(trifluoromethyl)pyrazol-3-yl]cyclohexanone tert-butyl-5-amino-4-(4-amino-5-bromo-1-oxoisoindolin-2-yl)-5-oxopentanoate